C(C)OC(CC1CCC(CC1)C1=CC=NC2=CC=C(C=C12)F)=O 2-(4-(6-fluoroquinolin-4-yl)cyclohexyl)acetic acid ethyl ester